3-(2,5-Difluorophenyl)-6-methyl-2-[1-(9H-purin-6-ylamino)ethyl]-4H-pyrido[1,2-a]pyrimidin-4-one Trifluoroacetic Acid Salt FC(C(=O)O)(F)F.FC1=C(C=C(C=C1)F)C1=C(N=C2N(C1=O)C(=CC=C2)C)C(C)NC2=C1N=CNC1=NC=N2